C[C@H]1N(CCOC1)C=1N=C2N(C(C1)=O)CC[C@H](N2CC(C=2C=NC=CC2)=O)C(F)(F)F (S)-2-((R)-3-Methyl-morpholin-4-yl)-9-(2-oxo-2-pyridin-3-yl-ethyl)-8-trifluoromethyl-6,7,8,9-tetrahydro-pyrimido[1,2-a]-pyrimidin-4-one